F[C@@H]1[C@@]2(C[C@H]([C@](C[C@H]1N(C=1N=CC(=NC1)C1=C(C=C(C=C1)N1C=NC=C1)O)C)(N2)C)F)C 2-(5-(((1S,2S,3R,5S,6R)-2,6-difluoro-1,5-dimethyl-8-azabicyclo[3.2.1]octan-3-yl)(methyl)amino)pyrazin-2-yl)-5-(1H-imidazol-1-yl)phenol